N-(2-butyl-5-methylphenyl)-2-chloroacetamide C(CCC)C1=C(C=C(C=C1)C)NC(CCl)=O